3-((3,3-difluoropyrrolidin-1-yl)methyl)pyrazine-2-carboxylic acid FC1(CN(CC1)CC=1C(=NC=CN1)C(=O)O)F